C(#N)[C@@H](C[C@H]1C(NCC1)=O)NC(=O)[C@@H]1N([C@@H]2CC([C@H]1CC2)(F)F)C([C@@H](CC2CCC2)NC(C(F)(F)F)=O)=O (1S,3R,4S)-N-((R)-1-cyano-2-((S)-2-oxopyrrolidin-3-yl)ethyl)-2-((R)-3-cyclobutyl-2-(2,2,2-trifluoroacetamido)propanoyl)-5,5-difluoro-2-azabicyclo[2.2.2]octane-3-carboxamide